CN(S(=O)(=O)C(C(C(C(C(C(C(C(F)(F)F)(F)F)(F)F)(F)F)(F)F)(F)F)(F)F)(F)F)C(C(F)(F)F)(O)F N-Methyl-PerfluorooctaneSulfonamidoethanol